8-((4-bromo-2-fluorophenyl)amino)-2-(2-(tert-butoxy)ethoxy)-5-iodo-7-methyl-3,4-dihydro-2,7-naphthyridine-1,6(2h,7h)-dione BrC1=CC(=C(C=C1)NC=1N(C(C(=C2CCN(C(C12)=O)OCCOC(C)(C)C)I)=O)C)F